C1COCCN1CCN 1-(2-aminoethyl)morpholine